NC1=NC=CC2=CC=C(C=C12)C1=CC2=C(N(N=C2C=C1)C1CCC1)COC1=C(C=CC(=C1)C(F)(F)F)CC(=O)O 2-(2-((5-(1-aminoisoquinolin-7-yl)-2-cyclobutyl-2H-indazol-3-yl)methoxy)-4-(trifluoromethyl)phenyl)acetic acid